C1(CC1)C1=CC2=C(N=CN=C2N[C@H]2[C@@H](COC3=CC=CC=C23)CCC(C#N)(C)C)N1 4-[trans-4-[(6-cyclopropyl-7H-pyrrolo[2,3-d]pyrimidin-4-yl)amino]chroman-3-yl]-2,2-dimethyl-butanenitrile